C1(CCC1)CC1=CNC2=C1C=NC(=C2)C=2C(=NOC2C)C 4-(3-(cyclobutylmethyl)-1H-pyrrolo[3,2-C]pyridin-6-yl)-3,5-dimethylisoxazole